ethyl [2-(benzylamino)imidazol-3-yl]acetate C(C1=CC=CC=C1)NC1=NC=CN1CC(=O)OCC